C(CCCCCCC)C1=C(C=CC=C1)OC octylanisole